C(C)OC(OCC)[SiH2]CC1CCCCC1 diethoxymethyl(cyclohexylmethyl)silane